CN(C1=CN=CC=2N=C(N=C(C21)N2CCC1(CCNC1)CC2)C2=CC=NC=C2)C N,N-Dimethyl-2-(pyridin-4-yl)-4-(2,8-diazaspiro[4.5]decan-8-yl)pyrido[3,4-d]pyrimidin-5-amine